helium radon [Rn].[He]